C(C)(C)(C)OC(=O)N[C@@H](C(=O)O)CC1=CC=C(C=C1)N1CCOCC1 (R)-2-((tert-butoxycarbonyl)amino)-3-(4-morpholinylphenyl)propionic acid